5-(3-fluoro-8-((1S,2S)-2-(pyridin-4-yl)cyclopropyl)imidazo[1,2-b]pyridazin-6-yl)pyrimidine-2,4(1H,3H)-dione FC1=CN=C2N1N=C(C=C2[C@@H]2[C@H](C2)C2=CC=NC=C2)C=2C(NC(NC2)=O)=O